C1(=CC=CC=C1)C1(C=CC2=C(O1)C=1C=C(C(=CC1C1=C2C(C2=CC=CC=C21)(C)C)N2CCC(CC2)N2CCCCC2)OC)C2=CC=C(C=C2)N2CCC(CC2)N2CCCCC2 3-phenyl-3-(4-([1,4']bipiperidinyl-1'-yl)phenyl)-13,13-dimethyl-6-methoxy-7-([1,4']bipiperidinyl-1'-yl)indeno[2',3':3,4]naphtho[1,2-b]pyran